C(C)OC([C@@H](O)C1=CC=CC=C1)=O (S)-mandelic acid ethyl ester